N-(4-Bromo-3-methoxyphenyl)propionamide BrC1=C(C=C(C=C1)NC(CC)=O)OC